tert-butyl 4-(3-(4,4,5,5-tetramethyl-1,3,2-dioxaborolan-2-yl)pyrazolo[1,5-a]pyridin-6-yl)piperidine-1-carboxylate CC1(OB(OC1(C)C)C=1C=NN2C1C=CC(=C2)C2CCN(CC2)C(=O)OC(C)(C)C)C